ClC1=CC(=C(COC2=CC=CC(=N2)N2CCN(CC2)CC=2NC3=CC(=CC=C3C2)C(=O)OC)C=C1)F methyl 2-((4-(6-(4-chloro-2-fluorobenzyloxy) pyridin-2-yl) piperazin-1-yl) methyl)-1h-indole-6-carboxylate